5-(2-((tert-butyldimethylsilyl)oxy)ethyl)-1-methyl-1H-pyrazole [Si](C)(C)(C(C)(C)C)OCCC1=CC=NN1C